C(C1=CC=CC=C1)N1[C@@H]2[C@@H]3N(C[C@H]1CC2)C(OCC3)=O (4aR,5S,8R)-11-benzyloctahydro-1H-5,8-epimino[1,3]oxazino[3,4-a]azepin-1-one